OC1=CC(C(C2=CC(=CC(=C12)O)O)=O)=O 4,5,7-trihydroxynaphthalene-1,2-dione